S1C(=CC=C1)CN(C(=O)NCCC(=O)N(CC=1SC=CC1)CC=1SC=CC1)CC=1SC=CC1 3-{[bis(2-thienylmethyl)carbamoyl]amino}-N,N-bis(2-thienylmethyl)propionamide